6-(5-cyanopyrrolo[2,3-b]pyridin-1-yl)-N-[[4-(hydroxymethyl)cyclohexyl]methyl]-4-(isopropylamino)pyridine-3-carboxamide C(#N)C=1C=C2C(=NC1)N(C=C2)C2=CC(=C(C=N2)C(=O)NCC2CCC(CC2)CO)NC(C)C